3-(cyanomethyl)piperidine-1-carboxylic acid tert-butyl ester C(C)(C)(C)OC(=O)N1CC(CCC1)CC#N